ClC=1C(=C(C=CC1)C=1C=CC=2N(C1)C=C(N2)NC(=O)C2C(C2)F)C N-(6-(3-chloro-2-methylphenyl)imidazo[1,2-a]pyridin-2-yl)-2-fluorocyclopropane-1-carboxamide